2,5-dioxopyrrolidin-1-yl propiolate C(C#C)(=O)ON1C(CCC1=O)=O